N-(4-methylpyridin-2-yl)-4-(pyrimidin-2-yl)thiazol-2-amine CC1=CC(=NC=C1)NC=1SC=C(N1)C1=NC=CC=N1